C(C)(C)(C)C1=NC=CC=C1 Tertiary Butyl-Pyridine